N-(3-hydroxycyclobutyl)methylpicolinamide OC1CC(C1)CNC(C1=NC=CC=C1)=O